5-[2-(2,4-difluorophenoxy)-5-(methylsulfonylmethyl)phenyl]-1-(2-hydroxyethyl)-3-methylpyridin-2-one FC1=C(OC2=C(C=C(C=C2)CS(=O)(=O)C)C=2C=C(C(N(C2)CCO)=O)C)C=CC(=C1)F